N1(N=CN=C1)CC1(CCCC1)O 1-(1H-1,2,4-triazol-1-ylmethyl)cyclopentanol